(2s,4s)-2-((2R,4R)-4-(4-(tert-butyl)phenyl)-2-methylpiperidin-1-carbonyl)-7-oxa-5-azaspiro[3.4]octan-6-one C(C)(C)(C)C1=CC=C(C=C1)[C@H]1C[C@H](N(CC1)C(=O)C1CC2(C1)NC(OC2)=O)C